CCCCCCC=CCCCCCCCCCCCC 7-Eicosen